C(#N)C1CCC(CC1)C(C)(C)NC(OC(C)(C)C)=O tert-Butyl (2-((1r,4r)-4-cyanocyclohexyl)propan-2-yl)carbamate